C(C1=CC=CC=C1)N1C2=NC=NC(=C2N=C1C1=C(C=C(OCCNC(OC(C)(C)C)=O)C=C1)Cl)OC1(CC1)C Tert-butyl (2-(4-(9-benzyl-6-(1-methylcyclopropoxy)-9H-purin-8-yl)-3-chlorophenoxy)ethyl)carbamate